ClC1=C(C(=O)NC2=NN=NN2CCC)C=CC(=C1)S(=O)(=O)C 2-chloro-4-methylsulfonyl-N-(1-propyltetrazol-5-yl)benzamide